ClC=1C=C(CN2CC(N(CC2)C2CCC23CCNCC3)C3=C(C=CC=C3)C(C)C)C=C(C1OC)OC (4-(3-chloro-4,5-dimethoxybenzyl)-2-(2-isopropylphenyl)piperazin-1-yl)-7-azaspiro[3.5]nonane